N-cyclohexyl-5-(3-(p-tolylamino)prop-1-yn-1-yl)-1H-pyrrolo[2,3-b]pyridin-4-amine C1(CCCCC1)NC=1C2=C(N=CC1C#CCNC1=CC=C(C=C1)C)NC=C2